ClC1=NC=C(C(=N1)NC1=CC(=C(C=C1)[N+](=O)[O-])Cl)Cl 2,5-dichloro-N-(3-chloro-4-nitrophenyl)pyrimidin-4-amine